C(C)OC(=O)C1=CN(C=C(C1=O)OCC1=CC=CC=C1)[C@@H](CC=1C(=NC(=C(C1)OCCCOC)Cl)I)C(C)(C)C.ClC1=C(C=CC(=C1)Cl)C=NC1=CC=CC=C1 N-[(2,4-dichlorophenyl)methylene]aniline (S)-Ethyl-5-(benzyloxy)-1-(1-(6-chloro-2-iodo-5-(3-methoxypropoxy)pyridin-3-yl)-3,3-dimethylbutan-2-yl)-4-oxo-1,4-dihydropyridine-3-carboxylate